FC(C(=O)O)(F)F.FC1=C(C=CC(=C1)F)NC(=S)N1CC2(C1)CNC2 N-(2,4-difluorophenyl)-2,6-diazaspiro[3.3]heptan-2-carbothioamide 2,2,2-trifluoroacetate